NC=1C2=C(N(CN1)C1=C3C=CN=C(C3=CC=C1C)CC1=C(C(=CC=C1)Cl)F)C=CS2 4-amino-N-(1-(3-chloro-2-fluorobenzyl)-6-methylisoquinolin-5-yl)thieno[3,2-d]pyrimidine